2-((oleoyloxy)methyl)-2-(((4-(pyrrolidin-1-yl)butanoyl)oxy)methyl)propane-1,3-diyl dioleate C(CCCCCCC\C=C/CCCCCCCC)(=O)OCC(COC(CCCCCCC\C=C/CCCCCCCC)=O)(COC(CCCN1CCCC1)=O)COC(CCCCCCC\C=C/CCCCCCCC)=O